FC1CN(C1)C(=O)NC1=CC(=C(C=C1)F)N1N=C2N=CC(=CC2=C1)N1CC2OC(C1)C2 3-fluoro-N-[4-fluoro-3-(5-{6-oxa-3-azabicyclo[3.1.1]heptan-3-yl}-2H-pyrazolo[3,4-b]pyridin-2-yl)phenyl]azetidine-1-carboxamide